8-chloro-11-(3-(4-chloro-3,5-dimethylphenoxy)propyl)-7-(4,6-dimethylpyrimidin-5-yl)-2,3,4,5-tetrahydro-1H-[1,4]diazepino[1,2-a]indol-1-one ClC=1C=CC=2C(=C3N(C2C1C=1C(=NC=NC1C)C)CCCNC3=O)CCCOC3=CC(=C(C(=C3)C)Cl)C